tert-butyl 4-(3,3-dimethyl-2-oxoindolin-6-yl)piperidine-1-carboxylate CC1(C(NC2=CC(=CC=C12)C1CCN(CC1)C(=O)OC(C)(C)C)=O)C